5-(4-Methoxyphenyl)-3,3-dimethyl-N-(3,3,3-trifluoropropyl)morpholine-4-carboxamide COC1=CC=C(C=C1)C1COCC(N1C(=O)NCCC(F)(F)F)(C)C